N[C@@H](C(C)C)C(=O)O[C@@]1(C(OCC=2C(N3CC=4C(=NC=5C=C(C(=C6C5C4[C@H](CC6)NC(=O)OCC6=CC=CC=C6)C)F)C3=CC21)=O)=O)CC (1S,9S)-1-{[(benzyloxy)carbonyl]amino}-9-ethyl-5-fluoro-4-methyl-10,13-dioxo-2,3,9,10,13,15-hexahydro-1H,12H-benzo[de]pyrano[3',4':6,7]indolizino[1,2-b]quinolin-9-yl L-valinate